B(O[Si](C)(C)C=C)([O-])[O-] mono(vinyldimethylsilyl) borate